ClC1=C(C=C(C=2C3=C(NC12)C(CNC(C3)=O)CC(=O)O)C3=NN(N=C3)C)Cl 2-(7,8-Dichloro-10-(2-methyl-2H-1,2,3-triazol-4-yl)-2-oxo-1,2,3,4,5,6-hexahydroazepino[4,5-b]indol-5-yl)acetic acid